The molecule is an octadecenynoic acid having a cis-double bond at C-9 and a triple bond at position 12. It is a conjugate acid of a crepenynate. CCCCCC#CC/C=C\\CCCCCCCC(=O)O